[(3S,4R)-3-[[tert-butyl(dimethyl)silyl]oxymethyl]-4-(3,4-difluorophenyl)pyrrolidino]-(3-pyridazin-4-yl-1H-pyrazol-5-yl)methanone [Si](C)(C)(C(C)(C)C)OC[C@@H]1CN(C[C@H]1C1=CC(=C(C=C1)F)F)C(=O)C1=CC(=NN1)C1=CN=NC=C1